NC1=C2N=CN(C2=NC=N1)C[C@@H](C)OCP1(OCC(CO1)CCC(=O)OCC)=O (R)-ethyl 3-(2-(((1-(6-amino-9H-purin-9-yl)propan-2-yl)oxy)methyl)-2-oxo-1,3,2-dioxaphosphinan-5-yl)propanoate